9-methyl-2-(2-methyl-2H-indazol-5-yl)-7-(1-methylpiperidin-4-yl)-4H-pyrido[1,2-a]pyrimidin-4-one CC1=CC(=CN2C1=NC(=CC2=O)C2=CC1=CN(N=C1C=C2)C)C2CCN(CC2)C